5-(4-((1-(5-(5-(difluoromethyl)-5H-pyrido[4,3-b]indol-7-yl)pyridin-2-yl)piperidin-4-yl)methyl)piperazin-1-yl)-2-(2,6-dioxopiperidin-3-yl)isoindoline-1,3-dione FC(N1C2=C(C=3C=CC(=CC13)C=1C=CC(=NC1)N1CCC(CC1)CN1CCN(CC1)C=1C=C3C(N(C(C3=CC1)=O)C1C(NC(CC1)=O)=O)=O)C=NC=C2)F